COC(=O)C1=CC=C(C=C1)C1=NC2=C(N1)C=CC(=C2)C(=O)OC methyl 2-(4-(methoxycarbonyl) phenyl)-1H-benzimidazole-5-carboxylate